C(C)C(COP(=O)(OCC(CCCC)CC)[O-])CCCC di(2-ethylhexyl)phosphate